3-((4,4-bis(octyloxy)butanoyl)oxy)-2-(((((1-methylpyrrolidin-3-yl)oxy)carbonyl)oxy)methyl)propyloctadeca-9,12-dienoate C(CCCCCCC)OC(CCC(=O)OCC(COC(CCCCCCCC=CCC=CCCCCC)=O)COC(=O)OC1CN(CC1)C)OCCCCCCCC